2-(2-(4-(4-(5-(2-chloro-6-fluorophenyl)-4,5-dihydroisoxazol-3-yl)thiazol-2-yl)piperidin-1-yl)-2-oxoethoxy)pyrimidine-4-carbonitrile ClC1=C(C(=CC=C1)F)C1CC(=NO1)C=1N=C(SC1)C1CCN(CC1)C(COC1=NC=CC(=N1)C#N)=O